FC1=CC=C(C=C1)[C@@H]1N(CCC2=CC=CC=C12)C(=O)[C@@H]1OCCC(C1)=O (R)-2-((S)-1-(4-fluorophenyl)-1,2,3,4-tetrahydroisoquinoline-2-carbonyl)tetrahydro-4H-pyran-4-one